N(C1=CC=CC=C1)C(CC(=O)O)C 3-anilinobutanoic acid